isopropyl (S)-6-diazo-2-((S)-2-isopropoxypropanamido)-5-oxohexanoate [N+](=[N-])=CC(CC[C@@H](C(=O)OC(C)C)NC([C@H](C)OC(C)C)=O)=O